CC(CC(C)C)(C)C1=CC2=C(NN=N2)C=C1 5-(1',1,3'-trimethylbutyl)benzotriazole